(1S,5R)-3,8-diazabicyclo[3.2.1]octane-2-thione hydrochloride Cl.[C@@H]12C(NC[C@@H](CC1)N2)=S